C[C@H]1N(C[C@H](N(C1)C(C)C=1C=C2N=C(C=NC2=CC1)C)C)C=1C=2C(N(C(C1)=O)C)=CN(N2)CC#N 2-(7-((2R,5R)-2,5-dimethyl-4-(1-(3-methylquinoxalin-6-yl)ethyl)piperazin-1-yl)-4-methyl-5-oxo-4,5-dihydro-2H-pyrazolo[4,3-b]pyridin-2-yl)acetonitrile